C1(=CC=C(C=C1)B1OCC(O1)C)B1OCC(O1)C 2,2'-(1,4-Phenylene)-bis[4-methyl-1,3,2-dioxaborolane]